5-methylbenzo[h]isoquinoline-8-carboxylic acid CC1=C2C=CN=CC2=C2C(=C1)C=C(C=C2)C(=O)O